3-((4-butoxyphenyl)sulfonyl)-N-isopropyl-4-(4-methyl-1,4-diazepan-1-yl)quinoline-6-carboxamide C(CCC)OC1=CC=C(C=C1)S(=O)(=O)C=1C=NC2=CC=C(C=C2C1N1CCN(CCC1)C)C(=O)NC(C)C